6-Bromo-4-(6-(6-((6-(methoxy-d3)pyridin-3-yl)methyl)-3,6-diazabicyclo[3.1.1]heptan-3-yl)pyridin-3-yl)pyrazolo[1,5-a]pyridine-3-carbonitrile BrC=1C=C(C=2N(C1)N=CC2C#N)C=2C=NC(=CC2)N2CC1N(C(C2)C1)CC=1C=NC(=CC1)OC([2H])([2H])[2H]